11-aminoundecanoic acid tetramethylammonium salt C[N+](C)(C)C.NCCCCCCCCCCC(=O)[O-]